C(C)OCCC[SiH2][SiH2][SiH3] ethoxypropyl-trisilane